5-bromo-8-methylquinoline-2-carbonitrile BrC1=C2C=CC(=NC2=C(C=C1)C)C#N